8-((1R,2S)-[1,1'-bi(cyclopropan)]-2-yl)-6-(2,4-dimethoxypyrimidin-5-yl)imidazo[1,2-b]pyridazine [C@H]1([C@H](C1)C=1C=2N(N=C(C1)C=1C(=NC(=NC1)OC)OC)C=CN2)C2CC2